4-(1-(4-Chlorophenyl)-5-(3-cyanophenyl)-4-methyl-1H-pyrazole-3-carboxamido)benzoic acid ClC1=CC=C(C=C1)N1N=C(C(=C1C1=CC(=CC=C1)C#N)C)C(=O)NC1=CC=C(C(=O)O)C=C1